CC=1C=C(C=CC(=O)O)C=C(C1O)C 3,5-dimethyl-p-hydroxycinnamic acid